2-((2-Methoxy-5-(3-(2-methylallyl)ureido)-4-morpholinophenyl)amino)-4-(1-methyl-1H-indol-3-yl)pyrimidine-5-carboxylic acid isopropyl ester C(C)(C)OC(=O)C=1C(=NC(=NC1)NC1=C(C=C(C(=C1)NC(=O)NCC(=C)C)N1CCOCC1)OC)C1=CN(C2=CC=CC=C12)C